ClCCCCOC1=CC=C2CCC(NC2=C1)=O 7-(4-chlorobutoxy)-3,4-dihydro-2(1H)-quinolinone